C1(=CC=CC=C1)[C@@H]1NC(OC12CC2)=O (S)-7-Phenyl-4-oxa-6-azaspiro[2.4]heptan-5-one